ClC1=NN(C(C=C1)=O)[C@@H](C)C1=CC=C(C(=O)OC(C)(C)C)C=C1 tert-butyl (S)-4-(1-(3-chloro-6-oxopyridazin-1(6H)-yl)ethyl)benzoate